N-(2-(2-oxa-6-azaspiro[3.3]heptan-6-yl)ethyl)-2-nitroaniline C1OCC12CN(C2)CCNC2=C(C=CC=C2)[N+](=O)[O-]